methoxy(1-methyl-carbamimidamido-methyl)phosphinic acid COP(O)(=O)C(C)NC(=N)N